OC1=CC=C(OC1=O)C(=O)O 5-hydroxy-6-oxo-6H-pyran-2-oic acid